6-cyanopyridine-3-carboxylate C(#N)C1=CC=C(C=N1)C(=O)[O-]